N-(6-(6-(6-fluoropyrazolo[1,5-a]pyridin-3-yl)imidazo[1,2-b]pyridazin-3-yl)pyridin-2-yl)-2-azaspiro[3.3]heptan-6-amine FC=1C=CC=2N(C1)N=CC2C=2C=CC=1N(N2)C(=CN1)C1=CC=CC(=N1)NC1CC2(CNC2)C1